4-chloro-2-{[(propan-2-yl)amino]methyl}-1-{[2-(trimethylsilyl)ethoxy]methyl}-1,6-dihydro-7H-pyrrolo[2,3-c]pyridin-7-one ClC=1C2=C(C(NC1)=O)N(C(=C2)CNC(C)C)COCC[Si](C)(C)C